C(C=C)N1CCC(CC1)C1=CC=C(C=C1)C#CC1=CC=C(C=C1)C1=CC(=NO1)CN1C(=NC=C1)[C@H](C)O (S)-1-(1-((5-(4-((4-(1-allyl-piperidin-4-yl)phenyl)ethynyl)phenyl)isoxazol-3-yl)methyl)-1H-imidazol-2-yl)ethan-1-ol